O1CCN(CC1)C1=CC(=CC(=N1)C1=CN=C(S1)N)S(=O)(=O)C1=CC=CC=C1 5-(6-morpholino-4-(benzenesulfonyl)pyridin-2-yl)thiazol-2-amine